C(C)(C)(C)C1=CC=C(C2=CC=C(C2=C1)C)C 7-tert-butyl-1,4-dimethylazulene